N1=NC(=CC=C1)COC1=NC(=CC(=N1)N1CCOCC1)N1N=C(C=C1)C=1C=C(C=CC1)C 4-(2-(pyridazin-3-ylmethoxy)-6-(3-(m-tolyl)-1H-pyrazol-1-yl)pyrimidin-4-yl)morpholine